2-(4-Aminophenyl)acetate NC1=CC=C(C=C1)CC(=O)[O-]